C(C)(C)(C)OC(=O)C=1C=2N(C(=CC1OC(C(C)(C)C)=O)I)N=CN2.C(C)O[Si](OCC)(OCC)CCCOC(C(=C)C)=O.C(C(=C)C)(=O)OCCC[Si](OC)(OC)OC trimethoxysilylpropyl methacrylate triethoxysilylpropyl-methacrylate tert-butyl-5-iodo-7-(pivaloyloxy)-[1,2,4]triazolo[1,5-a]pyridine-8-carboxylate